Triethoxy(thiophen-2-yl)silane tert-butyl-N-[4-[(3-allyloxy-7-morpholino-1,6-naphthyridin-5-yl)oxy]cyclohexyl]carbamate C(C)(C)(C)OC(NC1CCC(CC1)OC1=C2C=C(C=NC2=CC(=N1)N1CCOCC1)OCC=C)=O.C(C)O[Si](C=1SC=CC1)(OCC)OCC